C(#N)[C@H]1CN(C[C@@H]1O)C1=C(C=C(C=C1)S(=O)(=O)N(C)C)C=1NC2=CC=CC=C2C1 4-((3R,4R)-3-cyano-4-hydroxypyrrolidin-1-yl)-3-(1H-indol-2-yl)-N,N-dimethylbenzenesulfonamide